1-[4-(aminomethyl)pyridin-2-yl]azetidin-3-ol NCC1=CC(=NC=C1)N1CC(C1)O